S1C(=CC=C1)CNO N-(thiophen-2-ylmethyl)hydroxylamine